6-(1,1-difluoro-6-azaspiro[2.5]octane-6-carbonyl)-2-((R)-2-hydroxy-2-((S)-1,2,3,4-tetrahydroisoquinolin-3-yl)ethyl)-4,4-dimethyl-3,4-dihydroisoquinolin-1(2H)-one hydrochloride Cl.FC1(CC12CCN(CC2)C(=O)C=2C=C1C(CN(C(C1=CC2)=O)C[C@H]([C@H]2NCC1=CC=CC=C1C2)O)(C)C)F